5-amino-N-(2-{9-amino-1,4-dioxa-7-azaspiro[4.4]nonan-7-yl}-3-fluoro-5,6,7,8-tetrahydroquinolin-6-yl)-2,4-dimethylthieno[2,3-d]pyrimidine-6-carboxamide NC1=C(SC=2N=C(N=C(C21)C)C)C(=O)NC2CC=1C=C(C(=NC1CC2)N2CC1(OCCO1)C(C2)N)F